chloro-1H-pyrrolo[2,3-B]pyridine-4-carbaldehyde ClN1C=CC2=C1N=CC=C2C=O